2-[2-[2-[2-[2-[2-[2-[2-(2-hydroxyethoxy) ethoxy]ethoxy]ethoxy]ethoxy]ethoxy]ethoxy] ethoxy]ethyl 4-methylbenzenesulfonate CC1=CC=C(C=C1)S(=O)(=O)OCCOCCOCCOCCOCCOCCOCCOCCOCCO